methyl (3-toluoyl) sulfide C1(=CC(=CC=C1)C(=O)SC)C